1-[5-bromo-1-(2-trimethylsilylethoxymethyl)pyrrolo[3,2-b]pyridin-2-yl]ethane-1,2-diol BrC1=CC=C2C(=N1)C=C(N2COCC[Si](C)(C)C)C(CO)O